methyl 5-((2-amino-3-fluoropyridin-4-yl)methyl)-2-((5-chloro-2-fluoro-4-iodophenyl)amino)-3,4-difluorobenzoate NC1=NC=CC(=C1F)CC=1C(=C(C(=C(C(=O)OC)C1)NC1=C(C=C(C(=C1)Cl)I)F)F)F